3-(2'-isocyanatocyclohexyl)propyl isocyanate N(=C=O)C1C(CCCC1)CCCN=C=O